methyl 3-((tert-butyldimethylsilyl) oxy)-2-(methoxymethyl)-2-methyl-2,3-dihydrobenzofuran-5-carboxylate [Si](C)(C)(C(C)(C)C)OC1C(OC2=C1C=C(C=C2)C(=O)OC)(C)COC